4-[7-chloro-1-(3,8-diazabicyclo[3.2.1]octan-3-yl)-5-fluoro-3,4-dimethyl-6-isoquinolyl]-5-ethynyl-6-fluoro-naphthalen-2-ol ClC1=C(C(=C2C(=C(N=C(C2=C1)N1CC2CCC(C1)N2)C)C)F)C2=CC(=CC1=CC=C(C(=C21)C#C)F)O